4-(2-((3-methyl-1-(2-(piperidin-1-yl)phenyl)butyl)amino)-2-oxoethyl)benzoic acid CC(CC(C1=C(C=CC=C1)N1CCCCC1)NC(CC1=CC=C(C(=O)O)C=C1)=O)C